6-(2-fluoro-4-(1-phenylethoxy)phenyl)-4-(1,2,3,6-tetrahydropyridin-4-yl)-7H-pyrrolo[2,3-d]pyrimidine FC1=C(C=CC(=C1)OC(C)C1=CC=CC=C1)C1=CC2=C(N=CN=C2C=2CCNCC2)N1